C(C1=CC=CC=C1)OCCCCCCCCCC(CCCCCCCCC)O 1-(benzyloxy)nonadecan-10-ol